FC(COC([C@H](CC1=CNC2=NC=CC=C21)N)=O)(F)F.BrC([Se]CCCCSC=2SC1=C(N2)C=CC=C1)(F)F 2-((4-((bromodifluoromethyl)seleno)butyl)sulfydryl)benzothiazole 2,2,2-trifluoroethyl-(S)-2-amino-3-(1H-pyrrolo[2,3-b]pyridin-3-yl)propanoate